C1(CCC1)NC1=NC(=CC(=C1)C(=O)O)N1CCN(CC1)C(CC)=O 2-(Cyclobutylamino)-6-(4-propanoylpiperazin-1-yl)pyridine-4-carboxylic acid